ClC=1C=NC(=C2C(C=C(N(C12)C1=C(C=CC=C1Cl)Cl)C)=O)OCC1OC(OC1)(C)C 8-chloro-1-(2,6-dichlorophenyl)-5-((2,2-dimethyl-1,3-dioxolan-4-yl)methoxy)-2-methyl-1,6-naphthyridin-4(1H)-one